2-({4-[3-(3-chlorophenyl)-1H-pyrrolo[3,2-b]pyridin-2-yl]pyridin-3-yl}oxy)-N-methylethanamine hydrochloride Cl.ClC=1C=C(C=CC1)C1=C(NC=2C1=NC=CC2)C2=C(C=NC=C2)OCCNC